2-chloropyrimidin-5-yl (3'R)-5',5'-difluoro-2-oxo[1,3'-bipiperidine]-1'-carboxylate FC1(C[C@H](CN(C1)C(=O)OC=1C=NC(=NC1)Cl)N1C(CCCC1)=O)F